2-(3-benzoylphenyl)propionic acid dicyclohexylammonium salt C1(CCCCC1)[NH2+]C1CCCCC1.C(C1=CC=CC=C1)(=O)C=1C=C(C=CC1)C(C(=O)[O-])C